C(C1=CC=CC=C1)NC(=O)C1CC(C1)OC (1R,3r)-N-benzyl-3-methoxycyclobutanecarboxamide